2-[1-[4-[6-(cyclobutyloxymethyl)-2-pyridyl]-2,6-difluoro-phenyl]-4-piperidyl]acetic acid C1(CCC1)OCC1=CC=CC(=N1)C1=CC(=C(C(=C1)F)N1CCC(CC1)CC(=O)O)F